3,3-dichlorosalicylic acid ClC1(C(C(C(=O)O)=CC=C1)O)Cl